1-bromo-4,5-difluoro-2-methoxybenzene BrC1=C(C=C(C(=C1)F)F)OC